6-((1-(4-(2-(2-Aminopyridin-3-yl)-5-phenyl-3H-imidazo[4,5-b]pyridin-3-yl)benzyl)piperidin-4-yl)amino)picolinonitrile NC1=NC=CC=C1C1=NC=2C(=NC(=CC2)C2=CC=CC=C2)N1C1=CC=C(CN2CCC(CC2)NC2=CC=CC(=N2)C#N)C=C1